ClC1=C(COCCO)C(=CC=C1)Cl 2-((2,6-dichlorobenzyl)oxy)ethanol